C(C)NC(C(CC[C@@H](C(=O)NC=1C(N(C=CC1)CC(=O)NC12CC3CC(CC(C1)C3)C2)=O)NC(=O)C2=CN=CN2C)=O)=O (S)-N-1-ethyl-N6-(1-(2-(1-adamantylamino)-2-oxoethyl)-2-oxo-1,2-dihydropyridin-3-yl)-5-(1-methyl-1H-imidazole-5-carboxamido)-2-oxohexanediamide